FC(C(=O)N1CC(C1)C1=NN(C2=NC=CC(=C21)N2CC1(CN(C1)C(=O)OC(C)(C)C)C2)C2=CC=C(C=C2)OC(F)(F)F)=C tert-butyl 6-(3-(1-(2-fluoroacryloyl) azetidin-3-yl)-1-(4-(trifluoromethoxy) phenyl)-1H-pyrazolo[3,4-b]pyridin-4-yl)-2,6-diazaspiro[3.3]heptane-2-carboxylate